4-(2-((3-bromo-1-methyl-1H-pyrazol-4-yl)methyl)imidazo[1,2-a]pyridine-6-yl)piperidine-1-carboxylic acid tert-butyl ester C(C)(C)(C)OC(=O)N1CCC(CC1)C=1C=CC=2N(C1)C=C(N2)CC=2C(=NN(C2)C)Br